N1CC(C1)NC=1C=NC2=CC=C(N=C2C1)C=1C(=NNC1)C1=C(C=CC(=C1)Cl)F N-(azetidin-3-yl)-6-[3-(5-chloro-2-fluoro-phenyl)-1H-pyrazol-4-yl]-1,5-naphthyridin-3-amine